OCC1OC(CC1O)OC (E)-2-(hydroxymethyl)-5-methoxyoxolane-3-ol